FC1=CC=C(C=C1)N1C(=C(C2=C1C=C1C=NNC1=C2)C2=C(C(=O)NC1CC(C1)S(=O)(=O)C)C=CC=C2)C2CCOCC2 [5-(4-fluorophenyl)-6-tetrahydropyran-4-yl-1H-pyrrolo[2,3-f]indazol-7-yl]-N-(3-methylsulfonylcyclobutyl)benzamide